dioleylmalic acid (oleyl maleate) C(CCCCCCC\C=C/CCCCCCCC)/C(/C(=O)O)=C/C(=O)O.C(CCCCCCC\C=C/CCCCCCCC)C(C(C(=O)O)O)(C(=O)O)CCCCCCCC\C=C/CCCCCCCC